5-methyl-2-{[5-(1-piperazinyl)-2-pyridinyl]amino}pyrido[2,3-d]pyrimidin-7(8H)-one CC1=CC(NC=2N=C(N=CC21)NC2=NC=C(C=C2)N2CCNCC2)=O